Cl\C(=C/1\C(=COC2=C1C=CC=C2)CS(=O)(=O)C2=CC=CC=C2)\C2=CC=CC=C2 (E)-4-(chloro(phenyl)methylene)-3-((phenylsulfonyl)methyl)benzopyran